FC(C(CC(=O)O)C(F)(F)F)(F)F 4,4,4-trifluoro-3-(trifluoromethyl)butanoic acid